5-chloro-4-[4-[(2-ethylpyridin-3-yl)amino]piperidin-1-yl]-2,3-dihydropyridazin-3-one ClC1=C(C(NN=C1)=O)N1CCC(CC1)NC=1C(=NC=CC1)CC